BrC1=C(C(=C(C=C1)CN1[C@H]2CO[C@@H](C1)C2)F)F (1R,4R)-5-[(4-Bromo-2,3-difluoro-phenyl)methyl]-2-oxa-5-azabicyclo[2.2.1]heptane